CC1=C2C(=NC(=C1)C)SC(=C2)C(=O)N 4,6-dimethylthieno[2,3-b]pyridine-2-carboxamide